[(1R)-2,2-difluoro-1-{[(3R)-3-fluoropyrrolidin-1-yl]methyl} cyclopropyl]methyl acetate C(C)(=O)OC[C@]1(C(C1)(F)F)CN1C[C@@H](CC1)F